Cl.N[C@H](C(=O)O)CC1CCOCC1 (S)-2-amino-3-(tetrahydro-2H-pyran-4-yl)propanoic acid hydrochloride